BrC=1C=C2C(N(C(=NC2=C(C1)Br)C)C1=C(C=CC=C1)NC1[C@H](O)[C@@H](O)[C@H](O)CO1)=O 6,8-dibromo-2-methyl-3-[2-(D-xylopyranosyl-amino)phenyl]-4(3H)-quinazolinone